2-oxo-2-[(2R,5S)-2-[2-[3-[(dimethylamino)methyl]oxetan-3-yl]-1,3-benzothiazol-5-yl]-5-methyl-1-piperidyl]acetamide O=C(C(=O)N)N1[C@H](CC[C@@H](C1)C)C=1C=CC2=C(N=C(S2)C2(COC2)CN(C)C)C1